2,4-dichlorobenzylchloride ClC1=C(CCl)C=CC(=C1)Cl